N1=NC=C2C=CC(C=C12)=O indazol-6-one